FC=1C=C(C=C(C1NC(=O)C1=C(CSC1)C(=O)O)F)C1=CC(=CC=C1)OC([2H])([2H])[2H] 4-((3,5-Difluoro-3'-(methoxy-d3)-[1,1'-biphenyl]-4-yl)carbamoyl)-2,5-dihydro-thiophene-3-carboxylic acid